ClC1=C(C(=C(C=C1OC)OC)Cl)C1=CC2=C(N=C(N=C2)N[C@@H]2COCC[C@@H]2NC(C=C)=O)C(=N1)NCCCCN1CC(CC1)OC N-((3S,4S)-3-((6-(2,6-dichloro-3,5-dimethoxyphenyl)-8-((4-(3-methoxypyrrolidin-1-yl)butyl)amino)pyrido[3,4-d]pyrimidin-2-yl)amino)tetrahydro-2H-pyran-4-yl)acrylamide